N-(benzo[c][1,2,5]thiadiazol-4-ylmethyl)morpholine-4-carboxamide tert-Butyl-5,8,9,11-tetrahydropyrido[4',3':3,4]pyrazolo[5,1-b][1,3]thiazepine-10(2H)-carboxylate C(C)(C)(C)OC(=O)N1CC=2C(=NN3C2SCC=CC3)CC1.N=1SN=C3C1C=CC=C3CNC(=O)N3CCOCC3